CN(C(C)C1=CC=C(C=C1)C1=CC(=C(S1)C(=O)N1C[C@H](CC1)NC(OC(C)(C)C)=O)C)C tert-butyl ((3S)-1-(5-(4-(1-(dimethylamino)ethyl)phenyl)-3-methylthiophene-2-carbonyl)pyrrolidin-3-yl)carbamate